(1R,4S)-4-(4-((S)-2-amino-2-carboxyethyl)phenyl)cyclohexane-1-carboxylic acid N[C@@H](CC1=CC=C(C=C1)C1CCC(CC1)C(=O)O)C(=O)O